Iron ethylenediamine C(CN)N.[Fe]